tert-Butyl (S)-6-(1-methyl-1H-imidazol-5-yl)-8-((tetrahydrofuran-3-yl) amino)-3,4-dihydroisoquinoline-2(1H)-carboxylate CN1C=NC=C1C=1C=C2CCN(CC2=C(C1)N[C@@H]1COCC1)C(=O)OC(C)(C)C